methyl 1-[5-(3,3-difluoroazetidin-1-yl)-3-[(5-fluoropyridin-3-yl) methoxy] pyridin-2-yl]-5-methylpyrrole-3-carboxylate FC1(CN(C1)C=1C=C(C(=NC1)N1C=C(C=C1C)C(=O)OC)OCC=1C=NC=C(C1)F)F